(4-(7-(3,4-dimethoxyphenyl)pyrazolo[1,5-a]pyrimidine-2-carboxamido)benzoyl)-L-serine COC=1C=C(C=CC1OC)C1=CC=NC=2N1N=C(C2)C(=O)NC2=CC=C(C(=O)N[C@@H](CO)C(=O)O)C=C2